2-(2-(Benzofuran-2-yl)-5-ethyl-7-oxo-6-(piperazin-1-yl)-[1,2,4]triazolo[1,5-a]pyrimidin-4(7H)-yl)-N-(2-chloro-4-(trifluoromethyl)phenyl)acetamide O1C(=CC2=C1C=CC=C2)C2=NN1C(N(C(=C(C1=O)N1CCNCC1)CC)CC(=O)NC1=C(C=C(C=C1)C(F)(F)F)Cl)=N2